(6-(2H-1,2,3-triazol-2-yl)-5-trifluoromethylpyridin-3-yl)-1-(2-oxo-1,2-dihydrobenzo[cd]indol-6-yl)-5-trifluoromethyl-1H-pyrazole-4-carboxamide N=1N(N=CC1)C1=C(C=C(C=N1)C1=NN(C(=C1C(=O)N)C(F)(F)F)C=1C=2C3=C(C(NC3=CC1)=O)C=CC2)C(F)(F)F